(R or S)-6-((3-(2-(3-cyclopropoxyphenyl)-3,3,3-trifluoro-2-hydroxypropanoyl)-3-azaspiro[5.5]undecan-9-yl)oxy)-N,N,2-trimethylnicotinamide C1(CC1)OC=1C=C(C=CC1)[C@@](C(=O)N1CCC2(CC1)CCC(CC2)OC2=NC(=C(C(=O)N(C)C)C=C2)C)(C(F)(F)F)O |o1:10|